N-((1r,4r)-4-(2-Methoxyethoxy)cyclohexyl)-5-(thiazol-5-yl)-1H-pyrazolo[3,4-c]pyridine-7-carboxamide COCCOC1CCC(CC1)NC(=O)C=1N=C(C=C2C1NN=C2)C2=CN=CS2